Cl.Cl.N(N)CC1=CC=C(CN2CCCC2)C=C1 1-(4-(hydrazinomethyl)benzyl)pyrrolidine dihydrochloride